(+/-)-benzyl N-{[5-(4-{[(3R,4S)-3-fluoro-1-methylpiperidin-4-yl]amino}-1-(2,2,2-trifluoroethyl)-1H-indol-2-yl)-1,3,4-thiadiazol-2-yl]methyl}carbamate F[C@@H]1CN(CC[C@@H]1NC1=C2C=C(N(C2=CC=C1)CC(F)(F)F)C1=NN=C(S1)CNC(OCC1=CC=CC=C1)=O)C |r|